NC(CO)(CO)CO.OC(=O)CC1=CC=C(C2=CC=CC=C2)C=C1 felbinac tromethamine salt